CC=1CC2(CC1C)[C@@H](C(CCC2)(C)C)OC(C)=O |r| acetic acid (+-)-2,3,7,7-tetramethylspiro[4.5]Dec-2-en-6-yl ester